C(C)N1CC(CCC1)NC=1C(N(C(=NN1)C1=C(C=C(C=C1)C(F)(F)F)O)C)=O 6-((1-Ethylpiperidin-3-yl)amino)-3-(2-hydroxy-4-(trifluoromethyl)phenyl)-4-methyl-1,2,4-triazin-5(4H)-one